1-ethynyl-3,3-dimethylcyclopentan-1-ol C(#C)C1(CC(CC1)(C)C)O